(S)-3-(1-((5-(difluoromethyl)-2-(trifluoromethyl)pyrazolo[1,5-a]pyrimidin-7-yl)amino)-2-phenylpropan-2-yl)azetidine-1-carboxamide FC(C1=NC=2N(C(=C1)NC[C@](C)(C1=CC=CC=C1)C1CN(C1)C(=O)N)N=C(C2)C(F)(F)F)F